N-[(6-Amino-2-pyridyl)sulfonyl]-6-(6-isopropoxy-3-pyridyl)-5-methyl-2-(2,2,4-trimethylpyrrolidin-1-yl)pyridin-3-carboxamid NC1=CC=CC(=N1)S(=O)(=O)NC(=O)C=1C(=NC(=C(C1)C)C=1C=NC(=CC1)OC(C)C)N1C(CC(C1)C)(C)C